COC1=NC2=CC=C(C=C2C=C1C(=O)O)OC 2,6-dimethoxyquinoline-3-carboxylic acid